ClC1=CC=C(C=2CN(C(C12)=O)C1C(NC(CC1)=O)=O)C#N 7-chloro-2-(2,6-dioxopiperidin-3-yl)-1-oxoisoindoline-4-carbonitrile